ethoxy-5-[(2R)-2-ethyl-4-[4-fluoro-2-(trifluoromethyl)benzoyl]piperazin-1-yl]-N-[2-(1H-imidazol-2-yl)ethyl]-[2,3'-bipyridine]-6-carboxamide C(C)OC=1C(=NC(=C(C1)N1[C@@H](CN(CC1)C(C1=C(C=C(C=C1)F)C(F)(F)F)=O)CC)C(=O)NCCC=1NC=CN1)C=1C=NC=CC1